6-bromo-3-(ethylsulfanyl)pyridine-2-carbonyl chloride BrC1=CC=C(C(=N1)C(=O)Cl)SCC